ClC1=C(C=CC(=C1)SC(F)(F)F)N=C=O 2-Chloro-4-(trifluoromethylthio)phenylisocyanat